FC1=CC=C2C=CN(C2=C1)S(=O)(=O)C1=CC=CC=C1 6-fluoro-1-(phenylsulfonyl)-1H-indole